N-(4-fluorobenzyl)hydroxylamine FC1=CC=C(CNO)C=C1